2-[[[4-(2H-benzotriazol-2-yl)-3-hydroxyphenoxy]carbonyl]amino]ethyl 2-propenoate C(C=C)(=O)OCCNC(=O)OC1=CC(=C(C=C1)N1N=C2C(=N1)C=CC=C2)O